(R)-1-(5-fluoro-2-methoxypyridin-3-yl)ethane-1-amine hydrochloride Cl.FC=1C=C(C(=NC1)OC)[C@@H](C)N